FC(CN1CC2=CC=C3C(=C2CC1)OC(N3C(C3=CC=CC=C3)(C3=CC=CC=C3)C3=CC=CC=C3)=O)(F)F 7-(2,2,2-trifluoroethyl)-3-trityl-6,7,8,9-tetrahydrooxazolo[5,4-f]isoquinolin-2(3H)-one